OC[C@H]1N(CCC1)C=O ((S)-2-(hydroxymethyl)pyrrolidine-1-yl)methanone